OC=1C(=CC(=C2C[C@H](OC(C12)=O)C)C)C=1C=NC=CC1 (R)-8-hydroxyl-3,5-dimethyl-7-(pyridine-3-yl)isochroman-1-one